(2E)-N-[5-methyl-3-(piperidin-1-yl)hexa-2,4-dien-1-ylidene]methanesulfonamide CC(=C\C(=C/C=NS(=O)(=O)C)\N1CCCCC1)C